C(C1=CC=CC=C1)O[C@H](CCCCCC[C@H](CO)O)C (2R,9S)-9-(Benzyloxy)-1,2-decanediol